(E)-3-(dimethylamino)-1-(2-(1-methyl-1H-pyrazol-4-yl)cyclopropyl)prop-2-en-1-one CN(/C=C/C(=O)C1C(C1)C=1C=NN(C1)C)C